(2-amino-6-(1H-indol-3-yl)imidazo[1,2-a]pyridin-3-yl)((1s,2s)-2-fluorocyclopropyl)methanone ethyl-(2S)-2-(4-methylcyclohexyl)-2-[(3-methylisoxazole-4-carbonyl)amino]acetate C(C)OC([C@@H](NC(=O)C=1C(=NOC1)C)C1CCC(CC1)C)=O.NC=1N=C2N(C=C(C=C2)C2=CNC3=CC=CC=C23)C1C(=O)[C@H]1[C@H](C1)F